NCCCC(=S)[O-] γ-aminothiobutyrate